N-(6-amino-5-ethyl-3-pyridyl)-2-oxo-2-[rac-(2R,4S,5R)-2-[3-[2-(dimethylamino)ethoxy]phenyl]-4-methoxy-5-methyl-1-piperidyl]acetamide NC1=C(C=C(C=N1)NC(C(N1[C@H](C[C@@H]([C@@H](C1)C)OC)C1=CC(=CC=C1)OCCN(C)C)=O)=O)CC |r|